3,3-Bis(4-methoxyphenyl)-6,11-dimethyl-13-(2-hydroxycarbonylethyl)carboxy-13-propyl-3H,13H-indeno[2',3':3,4]-naphtho[1,2-b]pyran COC1=CC=C(C=C1)C1(C=C(C2=C(O1)C=1C=C(C=CC1C1=C2C(C2=CC(=CC=C21)C)(CCC)CCC(=O)O)C)C(=O)O)C2=CC=C(C=C2)OC